COCS(=O)(=O)C1=C(C=C(C=C1)B1OC(C(O1)(C)C)(C)C)C 2-[4-(methoxymethyl-sulfonyl)-3-methyl-phenyl]-4,4,5,5-tetramethyl-1,3,2-dioxaborolane